C(C=C)OCNC(C=C)=O N-(allyloxymethyl)acrylamide